tert-Butyl (2S,5R)-4-((4-chlorophenyl)(cyclopropyl)methyl)-2,5-dimethylpiperazine-1-carboxylate ClC1=CC=C(C=C1)C(N1C[C@@H](N(C[C@H]1C)C(=O)OC(C)(C)C)C)C1CC1